Cl.C12CCCC2CNC1 7-azabicyclo[3.3.0]Octane hydrochloride